carbamoyl-5-fluoro-3-oxo-3,4-dihydrospiro[benzo[b][1,4]oxazine-2,3'-pyrrolidine]-1'-carboxylate C(N)(=O)OC(=O)N1CC2(CC1)C(NC1=C(O2)C=CC=C1F)=O